3-bromo-6,7-dihydro-5H-cyclopenta[b]pyridine BrC=1C=C2C(=NC1)CCC2